CC(CCO)CC(CCCC)C 3,5-dimethylnonan-1-ol